N=C(C(=O)[O-])C(=O)[O-] iminopropanedioate